OC1(CCCCC1)C1=C(C=CC=C1)C(=O)C1=C(C=CC=C1)C1(CCCCC1)O 1-Hydroxycyclohexyl-phenyl keton